C(C1=CC=CC=C1)#N cis-benzonitrile